8-[4-(4,4,5,5-tetramethyl-1,3,2-dioxaborolan-2-yl)phenyl]-1,4-dioxa-8-azaspiro[4.5]decane CC1(OB(OC1(C)C)C1=CC=C(C=C1)N1CCC2(OCCO2)CC1)C